(S)-1-(4-(1H-benzo[d]imidazol-2-yl)-6,7-dihydro-1H-imidazo[4,5-c]pyridin-5(4H)-yl)-3-(thiazol-2-yl)propan-1-one N1C(=NC2=C1C=CC=C2)[C@H]2N(CCC1=C2N=CN1)C(CCC=1SC=CN1)=O